C1(CC1)NC(=O)C=1C(=NN(C1F)C)C1=C(C=C(C(=C1)C)C)C(F)F N-cyclopropyl-3-(difluoromethyl-4,5-dimethylphenyl)-5-fluoro-1-methyl-1H-pyrazole-4-carboxamide